7-chloro-5-((5-chloro-4-(cyclopentylamino)pyrimidin-2-yl)amino)-3,3-dimethylbenzo[c][1,2]oxaborol-1(3H)-ol ClC1=CC(=CC2=C1B(OC2(C)C)O)NC2=NC=C(C(=N2)NC2CCCC2)Cl